methyl (R)-3-(4-fluoro-1-isopropyl-6-(4,4,5,5-tetramethyl-1,3,2-dioxaborolan-2-yl)-1H-benzo[d]imidazol-2-yl)pyrrolidine-1-carboxylate FC1=CC(=CC=2N(C(=NC21)[C@H]2CN(CC2)C(=O)OC)C(C)C)B2OC(C(O2)(C)C)(C)C